Methyl 2-acetamido-2-deoxy-α-D-glucopyranoside C(C)(=O)N[C@H]1[C@@H](OC)O[C@@H]([C@H]([C@@H]1O)O)CO